BrC1=CC=C(C=C1)C1=NOC(=N1)C=1C=C2C(=NC1)OC([C@H]([C@@H]2O)O)(C)C (3S,4R)-6-(3-(4-bromophenyl)-1,2,4-oxadiazol-5-yl)-2,2-dimethyl-3,4-dihydro-2H-pyrano[2,3-b]pyridine-3,4-diol